tert-butyl (1-acetylpiperidin-4-yl)((2-bromo-3-fluoropyridin-4-yl)methyl)carbamate C(C)(=O)N1CCC(CC1)N(C(OC(C)(C)C)=O)CC1=C(C(=NC=C1)Br)F